C1(CCC1)N1C=C(C=2C1=NC=C(C2F)NC(OC(C)(C)C)=O)C tert-butyl (1-cyclobutyl-4-fluoro-3-methyl-1H-pyrrolo[2,3-b]pyridin-5-yl)carbamate